methyl 4-(1-[5-(difluoromethyl)(1,3,4-thiadiazol-2-yl)]-6-{[(cyanocyclopropyl) amino] sulfonyl}-1H-indazol-4-yl)piperazinecarboxylate FC(C1=NN=C(S1)N1N=CC2=C(C=C(C=C12)S(=O)(=O)NC1(CC1)C#N)N1CCN(CC1)C(=O)OC)F